CN1C=C(C2=CC=C(C=C12)C(=O)OC)N1C(C=CC=C1)=O methyl 1-methyl-3-(2-oxopyridin-1(2H)-yl)-1H-indole-6-carboxylate